pyrazolonaphthazole C1=NN=C2C=CC3=CC=C4C(=CC=N4)C3=C21